BrC1=C(C=C(C=C1)CS(=O)(=O)C)OC bromo-2-methoxy-4-((methylsulfonyl)methyl)benzene